[5-methylsulfonyl-2-[((s)-2,2,2-trifluoro-1-methylethyl)oxy]phenyl]methanone CS(=O)(=O)C=1C=CC(=C(C1)C=O)O[C@H](C(F)(F)F)C